butyl naphthalenesulfinate C1(=CC=CC2=CC=CC=C12)S(=O)OCCCC